(S)-tert-butyl 1-(4-(benzylthio)-2-methylphenylamino)-1-oxo-3-phenylpropan-2-ylcarbamate C(C1=CC=CC=C1)SC1=CC(=C(C=C1)NC([C@H](CC1=CC=CC=C1)NC(OC(C)(C)C)=O)=O)C